C[N+]1=CC(=CC=C1)C(=O)O 1-methylpyridin-1-ium-3-carboxylic acid